[2H]C(CN)(C1=CC(=C(C(=C1)OC)OC)OC)[2H] β,β-dideutero-3,4,5-trimethoxy-phenethylamine